C(C)(C)(C)OC(=O)N1CCC(CC1)NC1=NC=CC=C1N 4-((3-aminopyridin-2-yl)amino)piperidine-1-carboxylic acid tert-butyl ester